6-[1-[(2R)-2-methylmorpholin-4-yl]ethyl]-3,5-dihydropyrrolo[3,2-d]pyrimidin-4-one C[C@@H]1CN(CCO1)C(C)C1=CC=2N=CNC(C2N1)=O